tert-Butyl 8-(5-cyano-2-pyridyl)-3,8-diazabicyclo[3.2.1]octane-3-carboxylate C(#N)C=1C=CC(=NC1)N1C2CN(CC1CC2)C(=O)OC(C)(C)C